COC1=CC=CC=2C=3N(C(=NC12)N)N=C(N3)CNCC3CCNCC3 7-methoxy-2-(((piperidin-4-ylmethyl)amino)methyl)-[1,2,4]triazolo[1,5-c]quinazolin-5-amine